ClC=1C=C(C=C(C1)Cl)C1=CC=C(S1)CC(=O)NCCN1CCOCC1 2-(5-(3,5-Dichlorophenyl)thiophen-2-yl)-N-(2-morpholinoethyl)acetamid